hexylamine nonanoate salt C(CCCCCCCC)(=O)O.C(CCCCC)N